CC1(OC(C(C(O1)=O)=C1NCCOC1)=O)C 2,2-Dimethyl-5-(morpholin-3-ylidene)-1,3-dioxane-4,6-dione